3,4-dimethyl-N-(2-(1-methyl-1H-pyrazol-3-yl)-1H-pyrrolo[2,3-b]pyridin-5-yl)-1H-pyrazole-5-carboxamide CC1=NNC(=C1C)C(=O)NC=1C=C2C(=NC1)NC(=C2)C2=NN(C=C2)C